4-(3-(4-chloro-2,6-dimethylphenoxy)-5-methylphenyl)-6-methyl-2-(5-methyl-1,3,4-oxadiazol-2-yl)-1H-pyrrolo[2,3-c]pyridin-7(6H)-one ClC1=CC(=C(OC=2C=C(C=C(C2)C)C=2C3=C(C(N(C2)C)=O)NC(=C3)C=3OC(=NN3)C)C(=C1)C)C